7-[(2-hydroxyethyl)(methyl)amino]-1-methyl-4-[4-(5-methyl-1,3-benzoxazol-2-yl)piperidin-1-yl]-2-oxo-1,2-dihydroquinoline-3-carbonitrile OCCN(C1=CC=C2C(=C(C(N(C2=C1)C)=O)C#N)N1CCC(CC1)C=1OC2=C(N1)C=C(C=C2)C)C